BrC=1C(=NC(=C(C1)C1CC1)C)NC1=C(C(=CC=C1C)OC)C 3-Bromo-5-cyclopropyl-N-(3-methoxy-2,6-dimethylphenyl)-6-methylpyridin-2-amine